Ethyl 3-bromo-1-methyl-5-(trifluoromethyl)pyrazole-4-carboxylate BrC1=NN(C(=C1C(=O)OCC)C(F)(F)F)C